Cyclopentylideneacetic acid, methyl ester C1(CCCC1)=CC(=O)OC